3-[4-(4-morpholin-4-ylmethyl-benzyloxy)-1-oxo-1,3-dihydro-isoindol-2-yl]piperidine-2,6-dione hydrochloride Cl.N1(CCOCC1)CC1=CC=C(COC2=C3CN(C(C3=CC=C2)=O)C2C(NC(CC2)=O)=O)C=C1